Cl.ClC1=C(C(=CC=C1)F)C=1C=C2C(=NNC2=CC1)NC(=O)C1CCN(CC1)C(COC)C N-[5-(2-chloro-6-fluorophenyl)-1H-indazol-3-yl]-1-(1-methoxypropan-2-yl)piperidine-4-carboxamide hydrochloride